ClC1=C(C(=NN1C1OCCCC1)C)N chloro-3-methyl-1-(tetrahydro-2H-pyran-2-yl)-1H-pyrazole-4-amine